N-[(2R,6S)-1-benzyl-4-(3-chloro-2-methylphenyl)-2,6-dimethylpiperidin-4-yl]acetamide C(C1=CC=CC=C1)N1[C@@H](CC(C[C@@H]1C)(C1=C(C(=CC=C1)Cl)C)NC(C)=O)C